2-Methyl-4-Methylenecyclohexane CC1CCCC(C1)=C